BrC=1C(=C(SC1)C(=O)O)OCC1=CC=C(C=C1)CN1CCCC1 4-bromo-3-[4-(pyrrolidin-1-ylmethyl)benzyloxy]thiophene-2-carboxylic acid